ClC=1C=CC(=NC1)C1(OC2=C(O1)C=CC=C2C2CCN(CC2)C(C)C2=NC1=C(N2C[C@H]2OCC2)C=C(C=C1OC)C(=O)OC)C methyl 2-(1-(4-(2-(5-chloropyridin-2-yl)-2-methylbenzo[d][1,3]dioxolan-4-yl) piperidin-1-yl) ethyl)-4-methoxy-1-(((S)-oxetan-2-yl) methyl)-1H-benzo[d]imidazole-6-carboxylate